(cis)-tert-butyl 4-(6,6-difluorohexahydropyrrolo[3,2-b]pyrrol-1(2H)-yl)-2,2-dimethylbutanoate FC1(CN[C@@H]2[C@H]1N(CC2)CCC(C(=O)OC(C)(C)C)(C)C)F